Tert-butyl ((3r,4s)-4-azido-1-(5-(3-cyano-6-ethoxypyrazolo[1,5-a]pyridin-4-yl)pyridin-2-yl)piperidin-3-yl)carbamate N(=[N+]=[N-])[C@@H]1[C@@H](CN(CC1)C1=NC=C(C=C1)C=1C=2N(C=C(C1)OCC)N=CC2C#N)NC(OC(C)(C)C)=O